C(=O)(OCC1C2=CC=CC=C2C2=CC=CC=C12)N[C@@H]([C@@H](C)CC)C(=O)O FMOC-Isoleucin